2,2-bis[4-(3-amino-5-trifluoromethylphenoxy)phenyl]hexafluoropropane NC=1C=C(OC2=CC=C(C=C2)C(C(F)(F)F)(C(F)(F)F)C2=CC=C(C=C2)OC2=CC(=CC(=C2)C(F)(F)F)N)C=C(C1)C(F)(F)F